BrCC1(C(C=CC=C1)\C(\C(=O)OC)=N/OC)CBr (E)-methyl 2-(2',2'-dibromomethylphenyl)-methoxyiminoacetate